COC=1C=C(C=CC1)SC1=C(N=C(N=N1)C)C(=O)OCC ethyl 6-[(3-methoxyphenyl)sulfanyl]-3-methyl-1,2,4-triazine-5-carboxylate